ClC=1C=C(C=CC1OCC1=NC=CC=C1)NC=1C2=C(N=CN1)NC(=C2C2CCN(CC2)C(C=C)=O)C 1-(4-(4-((3-chloro-4-(pyridin-2-ylmethoxy)phenyl)amino)-6-methyl-7H-pyrrolo[2,3-d]pyrimidin-5-yl)piperidin-1-yl)prop-2-en-1-one